(2-Cyclopropylethyl)-2-isopropoxy-4-(pyridin-3-yl)-1H-imidazole-1-carboxamide C1(CC1)CCC1=C(N=C(N1C(=O)N)OC(C)C)C=1C=NC=CC1